1-(5-(4-(4-(1-carboxycyclopropyl)butyl)phenyl)pentyl)cyclopropane-1-carboxylic acid C(=O)(O)C1(CC1)CCCCC1=CC=C(C=C1)CCCCCC1(CC1)C(=O)O